NC=1C2=C(N=C(N1)C=1N=C(C=3N(C1)C=CN3)CC3CCC(CC3)C)NC(C2(C)C2=CC(=C(C=C2)Cl)OC)=O 4-Amino-5-(4-chloro-3-methoxyphenyl)-5-methyl-2-{8-[(4-methylcyclohexyl)methyl]imidazo[1,2-a]pyrazin-6-yl}-5,7-dihydro-6H-pyrrolo[2,3-d]pyrimidin-6-one